ClC1=C(C=NN1CC1=C(C=CC=C1F)F)CCNC1(CC1)CC#N 5-chloro-4-(2-((1-(cyanomethyl)cyclopropyl)amino)ethyl)-1-(2,6-difluorobenzyl)-1H-pyrazole